C1(CC1)C1=NOC(=N1)[C@@H]1C([C@H]1C1=CC=C(C=C1)S(=O)(=O)N)(C)C 4-[(1S,3S)-3-(3-cyclopropyl-1,2,4-oxadiazol-5-yl)-2,2-dimethylcyclopropyl]benzenesulfonamide